ClC1=CC(=C(C=C1)[C@@]1(OC2=C(O1)C=CC=C2C2CCN(CC2)CC2=NC1=C(N2C[C@H]2OCC2)C=C(C=C1)C(=O)[O-])C)F.[NH4+] ammonium 2-({4-[(2S)-2-(4-chloro-2-fluorophenyl)-2-methyl-1,3-benzodioxol-4-yl] piperidin-1-yl} methyl)-1-[(2S)-oxetan-2-ylmethyl]-1H-benzimidazole-6-carboxylate